CN(C1=C(C(=NC=2N1N=CN2)C)CC2=CC=C(C=C2)P(O)(O)=O)C (4-{[7-(dimethylamino)-5-methyl-[1,2,4]triazolo[1,5-a]pyrimidin-6-yl]methyl}phenyl)phosphonic acid